4-chloro-3-methyl-5-(methylsulfonyl)benzoic acid ClC1=C(C=C(C(=O)O)C=C1S(=O)(=O)C)C